C1(=CC=CC=C1)[SiH]([SiH](C1=CC=CC=C1)C1=CC=CC=C1)C1=CC=CC=C1 1,1,2,2-tetraphenyldisilane